N3,N3,N6,N6-tetrakis(4-(t-butyl)phenyl)-9H-carbazole-3,6-diamine C(C)(C)(C)C1=CC=C(C=C1)N(C=1C=CC=2NC3=CC=C(C=C3C2C1)N(C1=CC=C(C=C1)C(C)(C)C)C1=CC=C(C=C1)C(C)(C)C)C1=CC=C(C=C1)C(C)(C)C